FC1=C(CN2CCN(C3=C(C2=O)C=CC=N3)C)C=CC(=C1)O[C@@H](CCNC)C1=CC(=CC=C1)F (S)-4-(2-fluoro-4-(1-(3-fluorophenyl)-3-(methylamino)propoxy)benzyl)-1-methyl-1,2,3,4-tetrahydro-5H-pyrido[2,3-e][1,4]diazepin-5-one